NCC1(CCN(CC1)C1=NC(=C(C(=N1)C(=O)N)C1=C(C(=CC=C1)Cl)Cl)C)C 2-(4-(aminomethyl)-4-methylpiperidin-1-yl)-5-(2,3-dichlorophenyl)-6-methylpyrimidine-4-carboxamide